rel-(2R,3S,5S)-3-(2-chloro-4-(trifluoromethoxy)phenyl)-N-(6-((R*)-2,2-dimethyl-1,3-dioxolan-4-yl)pyridin-3-yl)-5-methyl-5-(trifluoromethyl)tetrahydrofuran-2-carboxamide ClC1=C(C=CC(=C1)OC(F)(F)F)[C@H]1[C@@H](O[C@@](C1)(C(F)(F)F)C)C(=O)NC=1C=NC(=CC1)[C@H]1OC(OC1)(C)C |o1:12,13,15,31|